di(dimethylamino)boron chloride CN(C)B(N(C)C)Cl